CC=1N=C(SC1)C=1N=C2N(CCN2C(C)=O)C1C1=CC=2C=NC=CC2S1 1-(6-(4-Methylthiazol-2-yl)-5-(thieno[3,2-c]pyridin-2-yl)-2,3-dihydro-1H-imidazo[1,2-a]imidazol-1-yl)ethan-1-one